1,3,6,8-pyrenetetrasulfonate C1(=CC(=C2C=CC=3C(=CC(=C4C=CC1=C2C34)S(=O)(=O)[O-])S(=O)(=O)[O-])S(=O)(=O)[O-])S(=O)(=O)[O-]